C(CCC)C1(N(CCC1)C)C butyl-dimethyl-pyrrolidine